CCCCCCCCCCCCCCCCCC(=O)N[C@@H](CO[C@H]1[C@@H]([C@H]([C@@H]([C@H](O1)CO)O[C@H]2[C@@H]([C@H]([C@H]([C@H](O2)CO)O[C@H]3[C@@H]([C@H]([C@H]([C@H](O3)CO)O)O[C@H]4[C@@H]([C@H]([C@H]([C@H](O4)CO)O)O[C@@]5(C[C@@H]([C@H]([C@@H](O5)[C@@H]([C@@H](CO)O)O)NC(=O)C)O)C(=O)[O-])O)NC(=O)C)O[C@@]6(C[C@@H]([C@H]([C@@H](O6)[C@@H]([C@@H](CO)O)O)NC(=O)C)O)C(=O)[O-])O)O)O)[C@@H](/C=C/CCCCCCCCCCCCC)O The molecule is a alpha-N-acetylneuraminosyl-(2->3)-beta-D-galactosyl-(1->3)-N-acetyl-beta-D-galactosaminyl-(1->4)-[alpha-N-acetylneuraminosyl-(2->3)]-beta-D-galactosyl-(1->4)-beta-D-glucosylceramide(2-) in which the ceramide N-acyl group is specified as octadecanoyl (stearoyl). It is a conjugate base of an alpha-Neu5Ac-(2->3)-beta-Gal-(1->3)-beta-GalNAc-(1->4)-[alpha-Neu5Ac-(2->3)]-beta-Gal-(1->4)-beta-Glc-(1<->1')-Cer(d18:1/18:0).